trifluoromethanesulfonic acid lithium salt [Li+].FC(S(=O)(=O)[O-])(F)F